3-(benzyloxy)-5-(4,4,5,5-tetramethyl-1,3,2-dioxaborolan-2-yl)pyridine C(C1=CC=CC=C1)OC=1C=NC=C(C1)B1OC(C(O1)(C)C)(C)C